(2R,3R)-2-(3,4,5-trihydroxyphenyl)-3,4-dihydro-1[2H]-benzopyran-3,5,7-triol OC=1C=C(C=C(C1O)O)[C@H]1OC=2C(C[C@H]1O)=C(C=C(C2)O)O